C(C)C(CC)ONC1=C(C=CC=C1CC)CC 2,6-diethylanilino ethyl-propyl ether